CN1C(=N\C(\C2=C1C=NC(=C2)C=2CCN(CC2)C(=O)N)=N/[C@H](C)C2=C(C(=CC=C2)C(F)(F)F)C)C (R,Z)-4-(1,2-dimethyl-4-((1-(2-methyl-3-(trifluoromethyl)phenyl)ethyl)imino)-1,4-dihydropyrido[3,4-d]pyrimidin-6-yl)-3,6-dihydropyridine-1(2H)-carboxamide